Ethyl 3-methyl-3-phenylglycidate CCOC(=O)C1C(O1)(C)C2=CC=CC=C2